N-((2S)-1-((4-((2S)-1-((4-chloro-1,1,1-trifluorobutan-2-yl)amino)-1-oxopropan-2-yl)-2-fluorophenyl)amino)-3,3-dicyclopropyl-1-oxopropan-2-yl)-1-ethyl-1H-pyrazole-5-carboxamide ClCCC(C(F)(F)F)NC([C@@H](C)C1=CC(=C(C=C1)NC([C@H](C(C1CC1)C1CC1)NC(=O)C1=CC=NN1CC)=O)F)=O